C(=O)O.C(CCC)NC(=S)NC=1C=C2C=3CC(CCC3NC2=CC1)NC(C)C N-butyl-N'-(3-(isopropyl)amino-1,2,3,4-tetrahydro-9H-carbazol-6-yl)thiourea formate